pentaerythritol (ethyl hexanoate) C(C)C(C(=O)OCC(CO)(CO)CO)CCCC